FC(N1N=CC(=C1)C=1C=C(C=C(C1)C1=CC(NC=C1)=O)[C@@H](C)NC(C1=C(C=CC(=C1)OCCN(C)C)C)=O)F (R)-N-(1-(3-(1-(difluoromethyl)-1H-pyrazol-4-yl)-5-(2-oxo-1,2-dihydropyridin-4-yl)phenyl)ethyl)-5-(2-(dimethylamino)ethoxy)-2-methylbenzamide